Butylphenylacetylene C(CCC)C#CC1=CC=CC=C1